1-benzyl-6-chloro-3-phenyl-1H-pyrazolo[3,4-d]pyrimidine C(C1=CC=CC=C1)N1N=C(C=2C1=NC(=NC2)Cl)C2=CC=CC=C2